C(#N)C=1C(=NC(=NC1)NC=1C(=CC(=C(C1)NC(C=C)=O)N1CCC(CC1)N1CC(C1)OCC)OC)C1=CN(C2=CC=CC=C12)C1CC1 N-(5-((5-Cyano-4-(1-cyclopropyl-1H-indol-3-yl)pyrimidin-2-yl)amino)-2-(4-(3-ethoxyazetidin-1-yl)piperidin-1-yl)-4-methoxyphenyl)acrylamide